N-(2-methyl-1-(pyridin-2-yloxy)propan-2-yl)-2-(1-methylpyrrolidin-2-yl)acetamide CC(COC1=NC=CC=C1)(C)NC(CC1N(CCC1)C)=O